C(#N)C1=C(C=CC(=C1)NS(=O)(=O)CCC)C1=C2C(=NC=C1)NC=C2 4-(2-cyano-4-(propylsulfonamido)phenyl)-1H-pyrrolo[2,3-b]pyridin